NC=1C=C(OC2=CC=C(C=C2)C(C(F)(F)F)(C(F)(F)F)C2=CC=C(C=C2)OC2=CC(=C(C=C2)O)N)C=CC1O 2,2-bis[4-(3-amino-4-hydroxyphenoxy)phenyl]hexafluoropropane